Hafnium(IV) t-butoxide CC(C)(C)[O-].[Hf+4].CC(C)(C)[O-].CC(C)(C)[O-].CC(C)(C)[O-]